C1(CC1)C1=CC(=NN1)NC(C(C)C=1C=NN(C1)C1=CC(=CC=C1)C(F)F)=O N-(5-cyclopropyl-1H-pyrazol-3-yl)-2-{1-[3-(difluoromethyl)phenyl]pyrazol-4-yl}propanamide